1-(ethoxycarbonyl)-1-(ethoxyacetylmethyl)-2-methylcyclohexane C(C)OC(=O)C1(C(CCCC1)C)CC(COCC)=O